methyl (R)-3-((3-(1-((2-amino-5-(1-methyl-1H-pyrazol-4-yl)pyridin-3-yl)oxy)ethyl)phenyl)carbamoyl)benzoate NC1=NC=C(C=C1O[C@H](C)C=1C=C(C=CC1)NC(=O)C=1C=C(C(=O)OC)C=CC1)C=1C=NN(C1)C